6-chloro-2-((5-chloro-1-methyl-1H-pyrazol-4-yl)amino)quinazolin ClC=1C=C2C=NC(=NC2=CC1)NC=1C=NN(C1Cl)C